p-methoxybenzyl-L-glutamate COC1=CC=C(CN[C@@H](CCC(=O)[O-])C(=O)[O-])C=C1